1-amino-3-bromo-5-methoxypyridine 2,4-dinitrophenolate [N+](=O)([O-])C1=C(C=CC(=C1)[N+](=O)[O-])[O-].NN1CC(=CC(=C1)OC)Br